OB1OCC2=C1C=CC(=C2)CNC(=O)C2=CC=1C(=NC=CC1C=1C=NC=C(C1)C1=CC=C(C=C1)N1C(CCC1)=O)N2 N-((1-hydroxy-1,3-dihydrobenzo[c][1,2]oxaborol-5-yl)methyl)-4-(5-(4-(2-oxopyrrolidin-1-yl)phenyl)pyridin-3-yl)-1H-pyrrolo[2,3-b]pyridine-2-carboxamide